CN1C=CN2N=CC(=C21)C(=O)N2CC1(C2)CC(C1)N(C([O-])=O)C=1N=NC=C(C1)C(F)(F)F 2-(1-methyl-1H-imidazo[1,2-b]pyrazole-7-carbonyl)-2-azaspiro[3.3]heptan-6-yl(5-(trifluoromethyl)pyridazin-3-yl)carbamate